N[C@@H]1[C@@H](OCC12CCN(CC2)C2=NC=CC=C2)C 2-((3S,4S)-4-amino-3-methyl-2-oxa-8-azaspiro[4.5]decane-8-yl)pyridine